ClC1=NC(=NC(=N1)C1=CC=CC=C1)C1=CC=2N(C3=CC=CC=C3C2C=C1)C1=CC=CC=C1 2-(4-chloro-6-phenyl-1,3,5-triazin-2-yl)-9-phenyl-9H-carbazole